2,6-ditertbutyl-p-cresol C(C)(C)(C)C1=CC(=CC(=C1O)C(C)(C)C)C